FC(C(=O)C(F)F)F 1,1,3,3-Tetrafluoroacetone